C1(CC1)C1=NN(C(=C1C(F)(F)F)C(=O)NC1=CN=NC(=C1)SC)CC1(CC(C1)(F)F)C 3-Cyclopropyl-1-((3,3-difluoro-1-methylcyclobutyl)methyl)-N-(6-(methylthio)pyridazin-4-yl)-4-(trifluoromethyl)-1H-pyrazole-5-carboxamide